NC1CCN(CC1)C1=NC2=CC=C(C=C2C(=N1)C1=CC(=C(C#N)C=C1)F)Br 4-(2-(4-aminopiperidin-1-yl)-6-bromo-quinazolin-4-yl)-2-fluorobenzonitrile